2,3-dihydropyridazine-4-sulfonamide N=1NCC(=CC1)S(=O)(=O)N